2-(2-chlorophenyl)-N-(2-(4-fluorobenzoyl)-4-sulfamoyl-2H-indazol-6-yl)acetamide ClC1=C(C=CC=C1)CC(=O)NC=1C=C(C2=CN(N=C2C1)C(C1=CC=C(C=C1)F)=O)S(N)(=O)=O